methyl (2S)-5-amino-6-[[(1R,3R)-3-ethoxycarbonylcyclohexyl]amino]-2-methyl-3,4-dihydro-2H-quinoline-1-carboxylate NC1=C2CC[C@@H](N(C2=CC=C1N[C@H]1C[C@@H](CCC1)C(=O)OCC)C(=O)OC)C